1-((5-(1-(2,6-dichlorophenyl)azetidin-3-yl)-4-methylpyridin-2-yl)methyl)piperidine-4-carboxylic acid ClC1=C(C(=CC=C1)Cl)N1CC(C1)C=1C(=CC(=NC1)CN1CCC(CC1)C(=O)O)C